(S)-6-((5-oxopyrrolidin-2-yl)methoxy)-4-(trifluoromethyl)pyrido[3,4-g]isoquinolin-1(2H)-one O=C1CC[C@H](N1)COC1=NC=CC=2C=C3C(=CC12)C(=CNC3=O)C(F)(F)F